Methyl 4-(2-(4-(6-((4-cyano-2-fluorobenzyl)oxy)pyridin-2-yl)piperidin-1-yl)propionamido)-3-((((S)-oxetan-2-yl)methyl)amino)benzoate C(#N)C1=CC(=C(COC2=CC=CC(=N2)C2CCN(CC2)C(C(=O)NC2=C(C=C(C(=O)OC)C=C2)NC[C@H]2OCC2)C)C=C1)F